7-Fluoro-1-(3-(4-(cyclopentylcarbonyl)piperazine-1-carbonyl)benzyl)quinazoline-2,4(1H,3H)-dione FC1=CC=C2C(NC(N(C2=C1)CC1=CC(=CC=C1)C(=O)N1CCN(CC1)C(=O)C1CCCC1)=O)=O